(S)-1-methoxypropane-2-yl (R)-4-methylbenzenesulfonate CC1=CC=C(C=C1)S(=O)(=O)O[C@H](COC)C